BrC=1SC(=CN1)COC1=CC=CC(=N1)C1=CC(=C(C=C1F)CC=1N(C2=C(N1)C=CC(=C2)C(=O)OC)C[C@H]2OCC2)F Methyl 2-[[4-[6-[(2-bromothiazol-5-yl)methoxy]-2-pyridyl]-2,5-difluorophenyl]methyl]-3-[[(2S)-oxetan-2-yl]methyl]benzimidazole-5-carboxylate